FCCCOC1=C(C=C(C=C1)CO)OC (4-(3-fluoropropoxy)-3-methoxyphenyl)methanol